BrC1(C(N(C2=C(O1)C=CC=C2)C)=O)CC bromo-2-ethyl-4-methyl-2H-benzo[b][1,4]oxazin-3(4H)-one